dimercaptobiphenyl SC1=CC=C(C=C1)C1=CC=C(C=C1)S